FCCCNC(C1=CC(=CC=C1)CNC1=NC=C(C2=C1CCO2)C2=CC=NC=C2)=O N-(3-Fluoropropyl)-3-(((7-(pyridin-4-yl)-2,3-dihydrofuro[3,2-c]pyridin-4-yl)amino)methyl)benzamid